6-Amino-2-(3,5-dichloro-4-((2-cyclobutyl-4-methylquinolin-6-yl)oxy)phenyl)-1,2,4-Triazine-3,5(2H,4H)-dione NC=1C(NC(N(N1)C1=CC(=C(C(=C1)Cl)OC=1C=C2C(=CC(=NC2=CC1)C1CCC1)C)Cl)=O)=O